(5S)-5-Fluoro-2-(4-fluorophenyl)-5,6-dihydro-4H-pyrrolo[1,2-b]pyrazol F[C@H]1CC=2N(N=C(C2)C2=CC=C(C=C2)F)C1